[Al].CN(CC)C dimethylethylamine aluminium